1,3,5-tris(4-carboxyphenyl)benzene-ethanol C(=O)(O)C1=CC=C(C=C1)C1(CC(=CC(=C1)C1=CC=C(C=C1)C(=O)O)C1=CC=C(C=C1)C(=O)O)CCO